ClC=1C(=NC(=NC1)NC1CCOCC1)C1=CC=C2CN(C(C2=C1)=O)CC(=O)NC(CO)(C)C1=CC=CC=C1 2-(6-{5-chloro-2-[(oxacyclohex-4-yl)amino]pyrimidin-4-yl}-1-oxo-2,3-dihydro-1H-isoindol-2-yl)-N-(1-hydroxy-2-phenylprop-2-yl)acetamide